tert-butyl (7RS)-7-((benzyloxy)methyl)-3-bromo-2-(4-fluorophenyl)-6,7-dihydropyrazolo[1,5-a]pyrazine-5(4H)-carboxylate C(C1=CC=CC=C1)OC[C@H]1CN(CC=2N1N=C(C2Br)C2=CC=C(C=C2)F)C(=O)OC(C)(C)C |r|